5-(trifluoromethyl)-1-(2,4,6-trifluorophenyl)-1H-pyrazole-4-carboxamide FC(C1=C(C=NN1C1=C(C=C(C=C1F)F)F)C(=O)N)(F)F